3,7,8-trimethyl-2-((4-methylpiperazin-1-yl)methyl)naphtho[1,2-b]furan-4,5-dione CC=1C2=C(OC1CN1CCN(CC1)C)C1=CC(=C(C=C1C(C2=O)=O)C)C